CC(C#N)C Methylpropionnitrile